BrC=1C(=C(C=CC1OC)Cl)Cl 3-bromo-1,2-dichloro-4-methoxy-benzene